2-(methylsulfonyl)-4-(trifluoromethyl)benzoic acid CS(=O)(=O)C1=C(C(=O)O)C=CC(=C1)C(F)(F)F